2-amino-5-nitro-thiazole NC=1SC(=CN1)[N+](=O)[O-]